1-((2R,3S,4R,5R)-5-ethynyl-3-fluoro-4-hydroxy-5-(hydroxymethyl)tetrahydrofuran-2-yl)-5-methylpyrimidine-2,4(1H,3H)-dione C(#C)[C@]1([C@H]([C@@H]([C@@H](O1)N1C(NC(C(=C1)C)=O)=O)F)O)CO